N[C@H](C(=O)N1CCN(CC1)C)CC1=CC=CC=C1 (S)-2-amino-1-(4-methylpiperazin-1-yl)-3-phenylpropan-1-one